6-(4-isopropyl-5-(8-methoxy-[1,2,4]triazolo[1,5-a]pyridin-6-yl)-1H-pyrazol-3-yl)-1,2,3,4-tetrahydroisoquinoline C(C)(C)C=1C(=NNC1C=1C=C(C=2N(C1)N=CN2)OC)C=2C=C1CCNCC1=CC2